O=C1C(O)=C(O)[C@H](O1)[C@@H](O)CO.[Cu] copper ascorbic acid